2-(5-(1-((1R,2R,3R,5R)-6,6-difluoro-2-methoxy-1,5-dimethyl-8-azabicyclo[3.2.1]octan-3-yl)vinyl)pyrazin-2-yl)-5-(1H-imidazol-1-yl)phenol FC1([C@]2(C[C@@H]([C@H]([C@@](C1)(N2)C)OC)C(=C)C=2N=CC(=NC2)C2=C(C=C(C=C2)N2C=NC=C2)O)C)F